FC1=CC=C(C=C1)C(O)C=1C(=NC=CC1)OC(C)C (4-Fluorophenyl)(2-isopropoxypyridin-3-yl)methanol